methyl 3-(6-(benzyloxy)-2-bromo-3-chlorophenyl)-4-nitrobutanoate C(C1=CC=CC=C1)OC1=CC=C(C(=C1C(CC(=O)OC)C[N+](=O)[O-])Br)Cl